tert-butyl N-[7-(4-chlorophenyl)-4-oxo-5H-thiazolo[4,5-d]pyridazin-2-yl]carbamate ClC1=CC=C(C=C1)C=1C2=C(C(NN1)=O)N=C(S2)NC(OC(C)(C)C)=O